ClC=1C=C(C=C(C1Cl)Cl)C=1N=C(SC1)C=1N=C(SC1)N (3,4,5-trichlorophenyl)-[2,4'-bithiazole]-2'-amine